butoxycarbonyl-R-proline C(CCC)OC(=O)N1[C@H](CCC1)C(=O)O